benzyl (2S,4R)-4-fluoro-4-((tosyloxy)methyl)pyrrolidine-2-carboxylate hydrochloride Cl.F[C@@]1(C[C@H](NC1)C(=O)OCC1=CC=CC=C1)COS(=O)(=O)C1=CC=C(C)C=C1